COC1=CC=C(C=C1)C1=NOC(=N1)N1CCN(CC1)C(=O)N1CCOCC1 (4-(3-(4-methoxyphenyl)-1,2,4-oxadiazol-5-yl)piperazin-1-yl)(morpholino)methanone